N-(3-(5-chloro-1H-indol-3-yl)propyl)-4-((4-(piperazin-1-yl)pyridin-2-yl)amino)benzenesulfonamide ClC=1C=C2C(=CNC2=CC1)CCCNS(=O)(=O)C1=CC=C(C=C1)NC1=NC=CC(=C1)N1CCNCC1